11-[4-(1-methyl-1-phenyl-ethyl)phenoxy]undecan-1-ol CC(C)(C1=CC=CC=C1)C1=CC=C(OCCCCCCCCCCCO)C=C1